1,3,5-tribromo-2,4,6-tris(dichloromethyl)benzene BrC1=C(C(=C(C(=C1C(Cl)Cl)Br)C(Cl)Cl)Br)C(Cl)Cl